Cl.N[C@@H]1CC[C@H](CC1)CCCO 3-(Trans-4-aminocyclohexyl)propan-1-ol hydrochloride